ClC1=C(C(=C(C=C1OC)OC)C)C1=CC2=C(N=C(N=C2)N[C@H]2[C@H](COC2)NC(C=C)=O)C=N1 N-((3R,4S)-4-((6-(2-chloro-3,5-dimethoxy-6-methylphenyl)pyrido[3,4-d]pyrimidin-2-yl)amino)tetrahydrofuran-3-yl)acrylamide